(S)-11-((R)-1-acetylpyrrolidin-3-yl)-4-ethyl-8-fluoro-4-hydroxy-1H-pyrano[3',4':6,7]indolizino[2,1-b]quinoline-3,6,14(4H,11H,12H)-trione C(C)(=O)N1C[C@@H](CC1)N1C2=C(C(C3=CC(=CC=C13)F)=O)C1=CC3=C(C(N1C2)=O)COC([C@]3(O)CC)=O